C(C1=CC=CC=C1)N1CCN(CCN(CC1)CC1=CC=CC=C1)CC1=CC=CC=C1 1,4,7-tribenzyl-1,4,7-triazacyclononane